BrC1=C2N(N=C1C1=NC=C(C=C1)F)CCC2 3-bromo-2-(5-fluoropyridin-2-yl)-5,6-dihydro-4H-pyrrolo[1,2-b]Pyrazole